(R)-N-(3-(2-((2-fluoro-3-(methyl-sulfonyl)phenyl)amino)-5-methylpyrimidin-4-yl)-1H-indol-7-yl)-3-methoxy-2-(4-methylpiperazin-1-yl)propanamide FC1=C(C=CC=C1S(=O)(=O)C)NC1=NC=C(C(=N1)C1=CNC2=C(C=CC=C12)NC([C@@H](COC)N1CCN(CC1)C)=O)C